FC=1C=CC=C2C(NN=C(C12)C1=CC2=C(NC(=N2)NC(OCC(C)C)=O)C=C1)=O Isobutyl (5-(8-fluoro-4-oxo-3,4-dihydrophthalazin-1-yl)-1H-benzimidazol-2-yl)carbamate